((R)-2,2'-bis(diphenylphosphino)-1,1'-binaphthyl) palladium dichloride [Pd](Cl)Cl.C1(=CC=CC=C1)P(C1=C(C2=CC=CC=C2C=C1)C1=C(C=CC2=CC=CC=C12)P(C1=CC=CC=C1)C1=CC=CC=C1)C1=CC=CC=C1